(5S,6aR)-5-fluoro-5-methyl-3-(trifluoromethyl)-5,6,6a,7,9,10-hexahydro-8H-pyrazino[1,2-a][1,8]naphthyridin F[C@]1(C[C@H]2N(C=3N=CC(=CC13)C(F)(F)F)CCNC2)C